6-[6-(3-[[(2S)-1-[6-oxo-5-(trifluoromethyl)-1,6-dihydropyridazin-4-yl]pyrrolidin-2-yl]methoxy]propanoyl)-2,6-diazaspiro[3.3]heptan-2-yl]pyridine-3-carbonitrile O=C1C(=C(C=NN1)N1[C@@H](CCC1)COCCC(=O)N1CC2(CN(C2)C2=CC=C(C=N2)C#N)C1)C(F)(F)F